4-hydroxy-D-glutamic acid OC(C[C@@H](N)C(=O)O)C(=O)O